COC(=O)[C@H]1N[C@H](C(C1)(C)C)C1=C(C=CC=C1)Cl (2S,5r)-5-(2-chlorophenyl)-4,4-dimethylpyrrolidine-2-carboxylic acid methyl ester